NN1C(N(C(C=C1C(F)(F)F)=O)C=1C(=CC(=C(\C=N\OC(C(=O)O)C)C1)Cl)F)=O 2-{[(E)-{5-[3-amino-2,6-dioxo-4-(trifluoromethyl)-3,6-dihydropyrimidin-1(2H)-yl]-2-chloro-4-fluorobenzylidene}amino]oxy}propanoic acid